C(C)(C)(C)OC(N([C@H]1CN(C(C1)=O)C1=CC=C(C=C1)S(=O)(=O)N1CCNCC1)C)=O N-methyl-N-[(3R)-5-oxo-1-(4-piperazin-1-ylsulfonylphenyl)pyrrolidin-3-yl]carbamic acid tert-butyl ester